methylimidazopyrazine CC1=NC2=C(N=CC=N2)N1